4-[1-[(3R)-2,6-dioxo-3-piperidinyl]indol-5-yl]piperidine-1-carboxylic acid tert-butyl ester C(C)(C)(C)OC(=O)N1CCC(CC1)C=1C=C2C=CN(C2=CC1)[C@H]1C(NC(CC1)=O)=O